N(=[N+]=[N-])CCCCOC1=C2C(N(C(C2=CC=C1)=O)C1C(NC(CC1)=O)=O)=O 4-(4-azidobutoxy)-2-(2,6-dioxopiperidin-3-yl)isoindoline-1,3-dione